COC1=CC=2CC[C@H]3[C@@H]4CCC([C@@]4(C)CC[C@@H]3C2C=C1N1CCNCC1)=O 3-methoxy-2-(piperazin-1-yl)estra-1,3,5(10)-trien-17-one